decenoic acid anhydride C(C=CCCCCCCC)(=O)OC(C=CCCCCCCC)=O